N1=CC(=CC=C1)C1(COC1)O 3-(Pyridin-3-yl)oxetan-3-ol